8-[(1R)-1-[(6-Chloro-2-methylsulfonyl-3-pyridyl)amino]ethyl]-3,6-dimethyl-2-phenyl-chromen-4-one ClC1=CC=C(C(=N1)S(=O)(=O)C)N[C@H](C)C=1C=C(C=C2C(C(=C(OC12)C1=CC=CC=C1)C)=O)C